FC1C(C=2C(=CNC2CC1F)C(F)(F)F)=O 5,6-difluoro-3-(trifluoromethyl)-1,5,6,7-tetrahydro-4H-indol-4-one